5-(4-Amino-7H-pyrrolo[2,3-d]pyrimidin-7-yl)-3-(2-(6-(difluoromethyl)-5-fluoro-4-methyl-1,2,3,4-tetrahydroisochinolin-8-yl)ethyl)cyclopent-3-en-1,2-diol NC=1C2=C(N=CN1)N(C=C2)C2C=C(C(C2O)O)CCC=2C=C(C(=C1C(CNCC21)C)F)C(F)F